FC1=NC(=NC=C1)C(=O)[O-] fluoropyrimidinate